benzyl (2-((trans)-4-hydroxypyrrolidin-3-yl)ethyl)carbamate O[C@H]1[C@@H](CNC1)CCNC(OCC1=CC=CC=C1)=O